C[C@@H]1N(CCC1)C1=CC(=CC(=N1)C(=O)NC1=CC=C(C(=O)O)C=C1)C(F)(F)F (S)-4-(6-(2-methylpyrrolidin-1-yl)-4-(trifluoromethyl)pyridinecarboxamido)benzoic acid